C(#N)C=1C(=NC2=CC(=C(C=C2C1NC1CC1)NC(C)=O)OCC)CC N-(3-cyano-4-(cyclopropylamino)-7-ethoxy-2-ethylquinolin-6-yl)acetamide